3-amino-N-(3-(1-(2-methoxyethyl)-1H-pyrazol-4-yl)-4-(piperazin-1-yl)phenethyl)-6-methylthieno[2,3-b]pyridine-2-carboxamide NC1=C(SC2=NC(=CC=C21)C)C(=O)NCCC2=CC(=C(C=C2)N2CCNCC2)C=2C=NN(C2)CCOC